C(C1=CC=CC=C1)N1CCC(CC1)CCNC(=O)C=1C=NC=2N(C1C)N=C(C2)C=2C=NC(=CC2C)OC N-[2-(1-benzylpiperidin-4-yl)ethyl]-2-(6-methoxy-4-methylpyridin-3-yl)-7-methylpyrazolo[1,5-a]pyrimidine-6-carboxamide